C(#N)C1=C(C=CC=C1)S(=O)(=O)N1C[C@@H]([C@@](C1)([C@H](C)O)O)OC1=CC(=C(C#N)C=C1)F 4-(((3s,4r)-1-((2-cyanophenyl)sulfonyl)-4-hydroxy-4-((S)-1-hydroxyethyl)pyrrolidin-3-yl)oxy)-2-fluorobenzonitrile